methyl (S)-3-(3-bromophenyl)-3-((tert-butoxycarbonyl)amino)propanoate BrC=1C=C(C=CC1)[C@H](CC(=O)OC)NC(=O)OC(C)(C)C